C1(=CCCC1)C1=C(N(N=C1C(F)(F)F)C1=NN(C=C1)C)N 4-(cyclopenten-1-yl)-2-(1-methylpyrazol-3-yl)-5-(trifluoromethyl)pyrazol-3-amine